FC1=C(SC(=C1)C(C)(C)O)[S@@](=O)(N)=NC(NC1=C2C(=NC(=C1C)C(C)C)CCC2)=O (R)-3-Fluoro-5-(2-hydroxypropan-2-yl)-N'-((2-isopropyl-3-methyl-6,7-dihydro-5H-cyclopenta[b]pyridin-4-yl)carbamoyl)thiophene-2-sulfonimidamide